sodium (trifluoromethane) FC(F)F.[Na]